P1[C-]=C(C(=C(C=CC=C1)C(=O)N)C(=O)N)C(=O)N phosphoninidetriamide